2-(2-chlorophenyl)-N-{3-[(2,4-dimethoxybenzyl)sulfamoyl]-4-(3-fluoro-1H-pyrazol-1-yl)phenyl}acetamide ClC1=C(C=CC=C1)CC(=O)NC1=CC(=C(C=C1)N1N=C(C=C1)F)S(NCC1=C(C=C(C=C1)OC)OC)(=O)=O